C(C1=CC=CC=C1)(C1=CC=CC=C1)NC=1C=CC(=NC1)[C@@H](C(F)(F)F)N(C(=O)C12CC(C1)(C2)NS(=O)(=O)C)C (S)-N-(1-(5-(Benzhydrylamino)pyridin-2-yl)-2,2,2-trifluoroethyl)-N-methyl-3-(methylsulfonamido)bicyclo[1.1.1]pentane-1-carboxamide